5-[2-fluoro-6-hydroxy-4-[(2-pyridylamino)methyl]phenyl]-1,1-dioxo-1,2,5-thiadiazolidin-3-one FC1=C(C(=CC(=C1)CNC1=NC=CC=C1)O)N1CC(NS1(=O)=O)=O